tert-butyl (S)-4-(2-amino-2-phenylacetamido)-2-fluorobenzoate N[C@H](C(=O)NC1=CC(=C(C(=O)OC(C)(C)C)C=C1)F)C1=CC=CC=C1